(azetidin-3-yl)-3-(5-chloro-2-hydroxy-4-methylphenyl)propenamide N1CC(C1)C(C(=O)N)=CC1=C(C=C(C(=C1)Cl)C)O